CN1C(N(C2=C1C(=CC=C2)CN2C[C@@H](OCC2)CNC)C2C(NC(CC2)=O)=O)=O 3-[3-Methyl-4-[[(2S)-2-(methylaminomethyl)morpholin-4-yl]methyl]-2-oxo-benzimidazol-1-yl]piperidine-2,6-dione